C/C(=C\\C(=O)OC)/CC[C@H]1[C@](O1)(C)CC[C@@H]2C(O2)(C)C The molecule is a juvenile hormone that is methyl farnesoate in which the 6,7 and 10,11-double bonds have been epoxidised. It has a role as an animal metabolite. It is a juvenile hormone, an epoxide and a fatty acid methyl ester. It derives from a methyl farnesoate.